4-(3-trifluoromethyl-phenyl)-1,2,4-triazoline-3,5-dione FC(C=1C=C(C=CC1)N1C(N=NC1=O)=O)(F)F